C1CCC2=C(C=CC=C12)C1=C(C=C2C(=N1)C(=NN2)C=2C=NN(C2)C2CN(C2)C(CN2CCN(CC2)C)=O)OC (3-(4-(5-(2,3-Dihydro-1H-inden-4-yl)-6-methoxy-1H-pyrazolo[4,3-b]pyridin-3-yl)-1H-pyrazol-1-yl)azetidin-1-yl)-2-(4-methylpiperazin-1-yl)ethan-1-one